ClC1=C(C(=O)N)C=CC(=C1)NC1=NC=C(C(=N1)N[C@H](CO)C1=CC=CC=C1)C1=NOC(=N1)C 2-chloro-4-[[4-[[(1S)-2-hydroxy-1-phenyl-ethyl]amino]-5-(5-methyl-1,2,4-oxadiazol-3-yl)pyrimidin-2-yl]amino]benzamide